6-chloro-5-(4-((5-fluoro-2-methoxy-3-oxo-4H-quinoxalin-6-yl)methyl)piperazin-1-yl)-N-(methyl-d3)pyridine-2-carboxamide ClC1=C(C=CC(=N1)C(=O)NC([2H])([2H])[2H])N1CCN(CC1)CC=1C(=C2NC(C(=NC2=CC1)OC)=O)F